[Ga](I)(I)I gallium tri-iodide